2-methyl-N-((6-methyl-4-(methylthio)-2-oxo-1,2-dihydropyridin-3-yl)methyl)-1H-pyrrolo[2,3-b]pyridine-3-carboxamide CC1=C(C=2C(=NC=CC2)N1)C(=O)NCC=1C(NC(=CC1SC)C)=O